glutamic acid, diacetic acid tetrasodium [Na].[Na].[Na].[Na].C(CN([C@@H](CCC(=O)O)C(=O)O)CC(=O)O)(=O)O